3-Isopropoxy-N-(2-methyl-4-(2-((4-(4-(piperazin-1-ylmethyl)piperidin-1-yl)phenyl)amino)pyrimidin-4-yl)benzyl)azetidine-1-carboxamide C(C)(C)OC1CN(C1)C(=O)NCC1=C(C=C(C=C1)C1=NC(=NC=C1)NC1=CC=C(C=C1)N1CCC(CC1)CN1CCNCC1)C